BrC=1C=C(C=CC1F)CCC(=O)O 3-(3-bromo-4-fluorophenyl)propanoic acid